C1OCC=2C=NC=CC21 1,3-Dihydrofuro[3,4-c]pyridine